N-(5-(aminomethyl)-2'-fluoro-[1,1'-biphenyl]-2-yl)pyridine-3-sulfonamide NCC=1C=CC(=C(C1)C1=C(C=CC=C1)F)NS(=O)(=O)C=1C=NC=CC1